C(#N)C1(CC1)C=1C2=C(SC1C(=O)O)C=C(C=C2)C2CCOCC2 3-(cyanocyclopropyl)-6-(3,4,5,6-tetrahydro-2H-pyran-4-yl)benzo[b]thiophene-2-carboxylic acid